(R)-5'-ethyl-N-(1-(4-methoxyphenyl)ethyl)-[3,3'-bipyridin]-6-amine C(C)C=1C=C(C=NC1)C=1C=NC(=CC1)N[C@H](C)C1=CC=C(C=C1)OC